COC1=C(C=CC(=C1)OC)CNC(=O)C1=CC2=C(C(=N1)C=1N=C(SC1CO)C1=C(C(=NN1CC)C)F)C=NN2C N-[(2,4-dimethoxyphenyl)methyl]-4-[2-(1-ethyl-4-fluoro-3-methyl-1H-pyrazol-5-yl)-5-(hydroxymethyl)-1,3-thiazol-4-yl]-1-methyl-1H-pyrazolo[4,3-c]pyridine-6-carboxamide